(R)-tert-butyl (1-(3-(1-methyl-1,2,3,6-tetrahydropyridin-4-yl)-6-(N-methylacrylamido)isoquinolin-1-yl)pyrrolidin-3-yl)carbamate CN1CCC(=CC1)C=1N=C(C2=CC=C(C=C2C1)N(C(C=C)=O)C)N1C[C@@H](CC1)NC(OC(C)(C)C)=O